C(C)(=O)NCCN1N=CC2=CC(=C(C=C12)C=1C=2C=NN(C2C=CC1)CC(=O)O)F [1'-(2-acetamidoethyl)-5'-fluoro-[4,6'-biindazol]-1-yl]acetic acid